ClC=1C=C(C=CC1F)NC1=NC=NC2=CC(=C(C=C12)NC(\C=C\CN1CCN(CC1)C(CCCCCCSC1=C2CN(C(C2=CC=C1)=O)C1C(NC(CC1)=O)=O)=O)=O)OC (E)-N-(4-((3-chloro-4-fluorophenyl)amino)-7-methoxyquinazolin-6-yl)-4-(4-(7-((2-(2,6-dioxopiperidin-3-yl)-1-oxoisoindolin-4-yl)thio)heptanoyl)piperazin-1-yl)but-2-enamide